C(C=C)(=O)OC(C)COC(C)COC(C)COC(C)COC(C)COC(C)COC(C)COC(C=C)=O heptapropylene glycol diacrylate